10,10-dimethyl-8-phenoxy-11-phenyl-2-(trifluoromethyl)-10H-indeno[1,2-b]quinoline CC1(C=2C(=NC=3C=CC(=CC13)OC1=CC=CC=C1)C1=CC=C(C=C1C2C2=CC=CC=C2)C(F)(F)F)C